ClC1=CC(=C(COC2=C(C=C3CCN(CC3=C2)C(=O)OC(C)(C)C)C#N)C=C1)F tert-butyl 7-((4-chloro-2-fluorobenzyl)oxy)-6-cyano-3,4-dihydroisoquinoline-2(1H)-carboxylate